CN1N=C2C(=C(C(=CC2=C1)C1=NC2=CC=C(C=C2C(=N1)C1=CN=CS1)N1CCNCC1)O)C 2,7-dimethyl-5-[6-(piperazin-1-yl)-4-(1,3-thiazol-5-yl)quinazolin-2-yl]indazol-6-ol